potassium 2,2-dihydroxymethylbutyrate OCC(C(=O)[O-])(CC)CO.[K+]